FC1=C(C=CC(=C1)C(F)(F)F)COC1CCN(CC1)C(=O)N1C[C@H](CC1)C1=NC=NN1 [4-[[2-Fluoro-4-(trifluoromethyl)phenyl]methoxy]-1-piperidyl]-[(3S)-3-(1H-1,2,4-triazol-5-yl)pyrrolidin-1-yl]methanone